OC1=CC=C2C(=CC(OC2=C1O)=O)C1=CC=CC=C1 7,8-dihydroxyl-4-phenylcoumarin